3-(4-((2-((6-cyclopropyl-5-methylpyrazin-2-yl)amino)pyridin-4-yl)methoxy)naphthalen-1-yl)urea C1(CC1)C1=C(N=CC(=N1)NC1=NC=CC(=C1)COC1=CC=C(C2=CC=CC=C12)NC(N)=O)C